N-[7-bromo-6-chloro-3-(cyanomethyl)-1,3-dihydroisobenzofuran-5-yl]carbamic acid tert-butyl ester C(C)(C)(C)OC(NC=1C=C2C(OCC2=C(C1Cl)Br)CC#N)=O